N1(CCCCC1)CN1C(C=CC1=O)=O N-(1-piperidylmethyl)maleimide